N-formyl-morphinan C(=O)N1[C@H]2[C@@H]3CCCC[C@@]3(C=3C=CC=CC3C2)CC1